2,4-dimethyl-4-cyanoethyl-(4H)-1,3-benzoxazine CC=1OC2=C(C(N1)(CCC#N)C)C=CC=C2